6-((1-(difluoromethyl)cyclopropyl)ethynyl)-1-(6-fluoro-1-methyl-[1,2,4]triazolo[4,3-a]quinazolin-5-yl)-1,2,3,5-tetrahydropyrido[4,3-e][1,4]oxazepine FC(C1(CC1)C#CC1=NC=CC=2N(CCOCC21)C2=NC=1N(C3=CC=CC(=C23)F)C(=NN1)C)F